(-)-trans-Ethyl 2-ethyl-2-(6-((2-(hydroxymethyl)cyclopropyl)methoxy)-5-(3-methoxyazetidin-1-yl)picolinamido)butanoate C(C)C(C(=O)OCC)(CC)NC(C1=NC(=C(C=C1)N1CC(C1)OC)OC[C@H]1[C@@H](C1)CO)=O